(R)-3-((4-(2-hydroxy-4-(trifluoromethyl)phenyl)-6,7,8,9-tetrahydro-5H-cyclohepta[d]pyridazin-1-yl)amino)piperidine-1-carboxylic acid tert-butyl ester C(C)(C)(C)OC(=O)N1C[C@@H](CCC1)NC1=NN=C(C2=C1CCCCC2)C2=C(C=C(C=C2)C(F)(F)F)O